CC=1C=C(C(=O)N/N=C(\C)/CC(C)C)C=CC1 (E)-3-methyl-N'-(4-methylpentan-2-ylidene)benzohydrazide